N[C@H](C)C=1C=CC(=C(C1)C(C(C)(O)C)(F)F)F (R)-1-(5-(1-aminoethyl)-2-fluorophenyl)-1,1-difluoro-2-methylpropan-2-ol